4-fluoro-3-(4,4,5,5-tetramethyl-1,3,2-dioxaborolan-2-yl)pyridine FC1=C(C=NC=C1)B1OC(C(O1)(C)C)(C)C